(S)-2-(2-aminoethoxy)-1-(6,7-dichloro-8-methoxy-1-methyl-1,3-dihydro-2H-pyrrolo[3,4-c]quinolin-2-yl)ethan-1-one NCCOCC(=O)N1CC=2C=NC=3C(=C(C(=CC3C2[C@@H]1C)OC)Cl)Cl